COCN1N=CC(=C1)C1CNCC(O1)C 2-[1-(methoxymethyl)pyrazol-4-yl]-6-methyl-morpholine